N-(6-methylpyridin-3-yl)-4-nitrobenzamide CC1=CC=C(C=N1)NC(C1=CC=C(C=C1)[N+](=O)[O-])=O